2-chloro-5-[3-[chloro(difluoro)methyl]-5-[(1-methyl-1,2,4-triazol-3-yl)methyl]pyrazol-1-yl]-3-fluoro-pyridine ClC1=NC=C(C=C1F)N1N=C(C=C1CC1=NN(C=N1)C)C(F)(F)Cl